N[C@@H](C(F)(F)F)C1=CC=C(C=N1)C1CC(C1)C1=NN2C(=NC=3C(=CC=CC3C2=N1)OC)N 2-[(1r,3r)-3-{6-[(1R)-1-amino-2,2,2-trifluoroethyl]pyridin-3-yl}cyclobutyl]-7-methoxy[1,2,4]triazolo[1,5-c]quinazolin-5-amine